(S)-3-cyclopropyl-3-(2-(piperidin-4-ylmethoxy)pyridin-4-yl)propanoic acid C1(CC1)[C@H](CC(=O)O)C1=CC(=NC=C1)OCC1CCNCC1